CN(C/C=C/C(=O)N1CCC(CC1)C1C=2N(NCC1)C(=C(N2)C2=CC=C(C=C2)OC2=CC=CC=C2)C(=O)N)C (E)-8-(1-(4-(dimethylamino)but-2-enoyl)piperidin-4-yl)-2-(4-phenoxyphenyl)-5,6,7,8-tetrahydroimidazo[1,2-b]pyridazine-3-carboxamide